O=S1(CCN(CCC1)CC=1N=NN(C1)[C@H](C(=O)N1[C@@H](C[C@H](C1)O)C(=O)NC)C(C)(C)C)=O (2S,4r)-1-[(2S)-2-[4-[(1,1-dioxo-1,4-thiazepan-4-yl)methyl]triazol-1-yl]-3,3-dimethyl-butyryl]-4-hydroxy-N-methyl-pyrrolidine-2-carboxamide